(S)-1-(2-chloro-3-methoxyphenyl)-1,4,5,7-tetrahydropyrano[3,4-c]pyrazol-4-amine hydrochloride Cl.ClC1=C(C=CC=C1OC)N1N=CC2=C1COC[C@H]2N